BrC=1C=C2C(=NC(=NC2=CC1)C)N[C@H](C)C1=C(C(=CC=C1)C(C)(F)F)F (R)-6-bromo-N-(1-(3-(1,1-difluoroethyl)-2-fluorophenyl)ethyl)-2-methylquinazolin-4-amine